(1R,3aS,6aR)-N-((S)-1-cyano-2-((R)-2-oxopiperidin-3-yl)ethyl)-2-(4-(difluoromethyl)-6-fluoro-1H-indole-2-carbonyl)-5,5-difluorooctahydrocyclopenta[c]pyrrole-1-carboxamide C(#N)[C@H](C[C@@H]1C(NCCC1)=O)NC(=O)[C@@H]1N(C[C@@H]2[C@H]1CC(C2)(F)F)C(=O)C=2NC1=CC(=CC(=C1C2)C(F)F)F